4-fluoro-N-(2-(furan-3-yl)-5-((methylamino)methyl)phenyl)benzenesulfonamide FC1=CC=C(C=C1)S(=O)(=O)NC1=C(C=CC(=C1)CNC)C1=COC=C1